aluminum quinolinolate N1=C(C=CC2=CC=CC=C12)[O-].[Al+3].N1=C(C=CC2=CC=CC=C12)[O-].N1=C(C=CC2=CC=CC=C12)[O-]